C(C)O[SiH](OCC)OCC tris(ethoxy)silane